(7-(4-(tert-butyl)pyrimidin-2-yl)-2-azaspiro[3.5]Non-2-yl)((1s,3s)-3-hydroxyPhenyl-3-methylcyclobutyl)methanone C(C)(C)(C)C1=NC(=NC=C1)C1CCC2(CN(C2)C(=O)C2(CC(C2)C)C2=CC(=CC=C2)O)CC1